C(CCCCCCCC)N(CCCCCC)C1=CC=C(OCC(=O)O)C=C1 4-(N-nonyl-N-hexylamino)phenoxyacetic acid